lithium 7-methyl-4-(((S)-3-methylpiperidin-1-yl) methyl)-6,7-dihydro-5H-cyclopenta[b]pyridine-2-carboxylate CC1CCC=2C1=NC(=CC2CN2C[C@H](CCC2)C)C(=O)[O-].[Li+]